C(C)OC1=NC=CC=C1C1=NC=C(C=C1)C1(CCNCC1)C(=O)N[C@@H]1CN(CC1)C 4-{2'-ethoxy-[2,3'-bipyridin]-5-yl}-N-[(3S)-1-methylpyrrolidin-3-yl]piperidine-4-carboxamide